ClC=1C=C(C=C2C=CC(=C(C12)O)F)OC 8-Chloro-2-fluoro-6-methoxynaphthalen-1-ol